CN1C[C@@H]2[C@H](C1)CCN2C2=C(C=NC=1NC3=C(C=C(C=C3C12)F)NC)C=1C=C2C(C(=CN(C2=NC1)NC)C(=O)O)=O 6-[4-[cis-5-methyl-2,3,3a,4,6,6a-hexahydropyrrolo[2,3-c]pyrrol-1-yl]-6-fluoro-8-(methylamino)-9H-pyrido[2,3-b]indol-3-yl]-1-(methylamino)-4-oxo-1,8-naphthyridine-3-carboxylic acid